3-methoxy-N-(2-(2-methoxyethoxy)ethyl)-4-(prop-2-yn-1-ylamino)benzamide COC=1C=C(C(=O)NCCOCCOC)C=CC1NCC#C